4-(2-((adamantan-1-yl)amino)ethyl)-N-(4-(2,4-dioxotetrahydropyrimidin-1(2H)-yl)phenyl)benzamide C12(CC3CC(CC(C1)C3)C2)NCCC2=CC=C(C(=O)NC3=CC=C(C=C3)N3C(NC(CC3)=O)=O)C=C2